2-benzyl-4-chloro-5-(3-chloro-2-fluoro-6-(4-(tributylstannyl)-1H-1,2,3-triazol-1-yl)phenyl)pyridazin-3(2H)-one C(C1=CC=CC=C1)N1N=CC(=C(C1=O)Cl)C1=C(C(=CC=C1N1N=NC(=C1)[Sn](CCCC)(CCCC)CCCC)Cl)F